(2,3-dichlorophenyl)methanamine ClC1=C(C=CC=C1Cl)CN